C(CCCCCCC)C(C(=O)O)=CC1=CC=C(C=C1)OC.COC1=CC=C(C=CC(=O)OCC(CCCC)CC)C=C1 2-ethylhexyl p-methoxycinnamate (octyl p-methoxycinnamate)